C(N)(=O)NCCC[C@@H](C(NC1=CC=C(C=C1)CO)=O)NC(=O)[C@H](C(C)C)NC(CCCCCN1C(C=CC1=O)=O)=O N-[(1S)-1-[[(1S)-4-(carbamoylamino)-1-[[4-(hydroxymethyl)phenyl]carbamoyl]butyl]carbamoyl]-2-methylpropyl]-6-(2,5-dioxopyrrol-1-yl)hexanamide